CC1=CC(=C(C(N1)=O)CC1=C(C(=O)N)C=C(C=C1)CNS(=O)(=O)C=C)SC ((6-methyl-4-(methylthio)-2-oxo-1,2-dihydropyridin-3-yl)methyl)-5-(vinylsulfonamidomethyl)benzamide